OC1(CC(C1)NC=1C=C(C=CC1)S(=O)(=O)N)C 3-[(3-hydroxy-3-methyl-cyclobutyl)amino]benzenesulfonamide